C(C)N(CC)CCOC=C N,N-diethylaminoethyl-vinylether